(2S)-4-(tert-butoxy)-2-[[(9H-fluoren-9-ylmethoxy)carbonyl]amino]-4-oxobutanoic acid C(C)(C)(C)OC(C[C@@H](C(=O)O)NC(=O)OCC1C2=CC=CC=C2C=2C=CC=CC12)=O